C1N(CCC2=CC(=NC=C12)C(=O)OC)C(=O)OC(C)(C)C 2-(tert-butyl) 6-methyl 3,4-dihydro-2,7-naphthyridine-2,6(1H)-dicarboxylate